4-amino-2,3-dimethyl-N-(4-methylbenzyl)benzamide NC1=C(C(=C(C(=O)NCC2=CC=C(C=C2)C)C=C1)C)C